C(C=C)(=O)N1CCN(CC1)[C@H](CC)C1=CC=C(C=C1)[C@@H](C)NC=1N=CC2=C(N1)N(C(C=C2)=O)C(C)C 2-{[(1R)-1-{4-[(1R)-1-(4-Acryloylpiperazin-1-yl)propyl]phenyl}ethyl]amino}-8-(propan-2-yl)pyrido[2,3-d]pyrimidin-7(8H)-on